(R)-5-(2-(5-fluoropyridin-3-yl)pyrrolidin-1-yl)-N'-isobutyrylpyrazolo[1,5-a]pyrimidine-3-carbohydrazide FC=1C=C(C=NC1)[C@@H]1N(CCC1)C1=NC=2N(C=C1)N=CC2C(=O)NNC(C(C)C)=O